2-[(2S)-1-(5-{5-[5-Fluoro-6-(2-methoxyethoxy)-1H-indazol-3-yl]-1,2-oxazol-3-yl}pyridin-2-carbonyl)pyrrolidin-2-yl]propan-2-ol FC=1C=C2C(=NNC2=CC1OCCOC)C1=CC(=NO1)C=1C=CC(=NC1)C(=O)N1[C@@H](CCC1)C(C)(C)O